[Zn].N1=CNC2=C1C=CC=C2 benzimidazole zinc salt